(S)-(1-(4-fluorophenyl)-1,4,7,8-tetrahydrospiro[benzo[f]indazole-6,2'-[1,3]dioxolan]-4a(5H)-yl)methanol FC1=CC=C(C=C1)N1N=CC=2C[C@]3(C(=CC12)CCC1(OCCO1)C3)CO